(S)-2-((4-(6-((4-chloro-2,3-dihydrobenzofuran-7-yl)methoxy)pyridin-2-yl)-5,6-Dihydro-1,2,4-triazine-1(4H)-yl)methyl)-1-(oxetan-2-ylmethyl)-1H-benzo[d]imidazole-6-Carboxylic acid ClC1=CC=C(C2=C1CCO2)COC2=CC=CC(=N2)N2C=NN(CC2)CC2=NC1=C(N2C[C@H]2OCC2)C=C(C=C1)C(=O)O